methyl-3-(oxetan-3-yl)-5-(5-(trifluoromethyl)-4-((2-(trimethylsilyl)ethoxy)methyl)-4H-1,2,4-triazol-3-yl)pyridine CC1=NC=C(C=C1C1COC1)C1=NN=C(N1COCC[Si](C)(C)C)C(F)(F)F